2-benzyl-7-methyl-3,7,8,9-tetrahydro-6H-imidazo[4,5-f]quinoline-6-carboxylate C(C1=CC=CC=C1)C=1NC=2C(=C3CCC(N(C3=CC2)C(=O)[O-])C)N1